CC1=C(C(=O)P(C2=CC=CC=C2)=O)C(=CC(=C1)C)C 2,4,6-trimethylbenzoyl-phenylphosphine oxide